C1(CC1)C#CC1=CC(=C(N)C=C1)[N+](=O)[O-] 4-(2-cyclopropylethynyl)-2-nitro-aniline